C(C)OC(C(C(C)C)C1=NOC(=C1)C1CCN(CC1)C(=O)OC(C)(C)C)=O tert-Butyl 4-[3-(1-ethoxy-3-methyl-1-oxobutan-2-yl)-1,2-oxazol-5-yl]piperidine-1-carboxylate